C(CCCC(=O)O)(=O)O pentandioic acid